C(C1CCC(CC1)N)C1CCC(CC1)N 4,4'-methylenebis(cyclohexan-1-amine)